C(C)OCCN1C(=NC2=C1C=CC=C2)C2CCN(CC2)CCC2=CC=C(C=C2)C(C(=O)OC)(C)C methyl 4-[2-[4-[1-(2-ethoxyethyl)-1H-2-benzimidazolyl]-1-piperidinyl]-ethyl]-α,α-dimethylphenylacetate